((2R,3R,4R,5S)-3,4,5-tris(benzyloxy)-1-(2-cyclohexylethyl)piperidin-2-yl)methanol C(C1=CC=CC=C1)O[C@@H]1[C@H](N(C[C@@H]([C@H]1OCC1=CC=CC=C1)OCC1=CC=CC=C1)CCC1CCCCC1)CO